FC=1C=C2C(CC(C2=CC1F)C(C#N)C#N)=O 2-(5,6-difluoro-3-oxo-2,3-dihydro-1H-indene-1-yl)malononitrile